1,2-dibutylethane C(CCC)CCCCCC